BrC1=CC=CC2=C1N(S(C1=C2C=CC=C1)(=O)=O)CC(=O)OCC Ethyl (7-bromo-5,5-dioxido-6H-dibenzo[c,e][1,2]thiazin-6-yl)acetate